NC1=NC=C(C=N1)NC(=O)C12CC(C1)(C2)C(=O)N(C2CCNCC2)C N1-(2-aminopyrimidin-5-yl)-N3-methyl-N3-(piperidin-4-yl)bicyclo-[1.1.1]pentane-1,3-dicarboxamide